[Br].C=1(C(=CC=CC1O)C=O)C o-cresolformaldehyde bromine